(Z)-2-(1-(4-(benzo[b]thiophen-2-ylmethoxy)benzylidene)-5-fluoro-2-methyl-1H-inden-3-yl)acetic acid S1C2=C(C=C1COC1=CC=C(\C=C/3\C(=C(C4=CC(=CC=C34)F)CC(=O)O)C)C=C1)C=CC=C2